2-(benzo[d][1,3]dioxol-5-ylmethyl)-N4,N4-dimethylquinazoline-2,4-diamine O1COC2=C1C=CC(=C2)CC2(NC1=CC=CC=C1C(=N2)N(C)C)N